ortho-dinitrobenzene [N+](=O)([O-])C1=C(C=CC=C1)[N+](=O)[O-]